tert-butyl ((1s,4s)-4-(cyanomethyl)cyclohexyl)carbamate C(#N)CC1CCC(CC1)NC(OC(C)(C)C)=O